(R)-2-(1-naphthyl)-2H-pyran C1(=CC=CC2=CC=CC=C12)[C@@H]1OC=CC=C1